(R)-4-[6-(2,5-dimethyl-pyrrol-1-yl)-4-methoxy-pyridin-3-yl]-2-methoxymethyl-piperazine-1-carboxylic acid tert-butyl ester C(C)(C)(C)OC(=O)N1[C@H](CN(CC1)C=1C=NC(=CC1OC)N1C(=CC=C1C)C)COC